Cl.O[C@@H]1C[C@H](N(C1)C([C@H](C(C)(C)C)NC(=O)[C@@H]1NCCOC1)=O)C(NCC1=CC=C(C=C1)C1=C(N=CS1)C)=O (R)-N-((S)-1-((2S,4R)-4-hydroxy-2-((4-(4-methylthiazol-5-yl)benzyl)carbamoyl)pyrrolidin-1-yl)-3,3-dimethyl-1-oxobutan-2-yl)morpholine-3-carboxamide, hydrochloride